(E)-4-((dihydrofuran-3(2H)-ylidene)methyl)pyrimidin-2-amine O1C\C(\CC1)=C\C1=NC(=NC=C1)N